4-((6-methoxy-7-(2-methoxyethoxy)quinazolin-4-yl)oxy)aniline tert-butyl-(2S)-4-(3-(2,6-dioxopiperidin-3-yl)-1-methyl-1H-indazol-6-yl)-2-(trifluoromethyl)piperazine-1-carboxylate C(C)(C)(C)OC(=O)N1[C@@H](CN(CC1)C1=CC=C2C(=NN(C2=C1)C)C1C(NC(CC1)=O)=O)C(F)(F)F.COC=1C=C2C(=NC=NC2=CC1OCCOC)OC1=CC=C(N)C=C1